C(C)(C)OC(=O)C=1N(N=CC(C1OCC1=CC=CC=C1)=O)C(C(C1=CC=CC=C1)C1=CC=CC=C1)CO 4-(benzyloxy)-2-(3-hydroxy-1,1-diphenylprop-2-yl)-5-oxo-2,5-dihydropyridazine-3-carboxylic acid isopropyl ester